N1=CN=CC(=C1)C1=CC=C(C=C1)/C(=C(/C=1C=C2C=NN(C2=CC1)C1OCCCC1)\C1=CC=C(C=C1)/C=C/C(=O)OCC)/CC (E)-ethyl 3-(4-((E)-2-(4-(pyrimidin-5-yl)phenyl)-1-(1-(tetrahydro-2H-pyran-2-yl)-1H-indazol-5-yl)but-1-en-1-yl)phenyl)acrylate